racemic-styrene oxide C1[C@@H](C2=CC=CC=C2)O1 |r|